2-Fluoro-4-(5-methyl-2-((1-methyl-1H-pyrazol-4-yl)amino)pyrimidin-4-yl)phenol FC1=C(C=CC(=C1)C1=NC(=NC=C1C)NC=1C=NN(C1)C)O